C(C1=CC=CC=C1)(=O)C=1OC=CN1 benzoyl-Oxazole